O1C(=NC2=C1C=CC=C2)C=2N=C(N(C(C2O)=O)C)N2C(C1=CC(=CC=C1CC2)NC(C)=O)C2=CC=CC=C2 N-{2-[4-(1,3-benzoxazol-2-yl)-5-hydroxy-1-methyl-6-oxopyrimidin-2-yl]-1-phenyl-3,4-dihydro-1H-isoquinolin-7-yl}acetamide